N-(2-cetyl-hydroxyethyl)-amide C(CCCCCCCCCCCCCCC)C(C[NH-])O